C(C)(C)(C)OC(=O)N1C(CN(CC1)C=1C=NC(=C(C1)C(=O)OC)OC)(C)C 4-(6-methoxy-5-(methoxycarbonyl)pyridin-3-yl)-2,2-dimethylpiperazine-1-carboxylic acid tert-butyl ester